1-(4-{6-[2-(4-cyclopropylpyridin-2-yl)acetamido]pyridazin-3-yl}butyl)-N-methyl-1H-1,2,3-triazole-4-carboxamide C1(CC1)C1=CC(=NC=C1)CC(=O)NC1=CC=C(N=N1)CCCCN1N=NC(=C1)C(=O)NC